OCC(=O)N1CCN(CC1)C=1C(=C(C(=CC1)S(=O)(=O)N[C@H]1CNCC1)S(=O)(=O)N)C1=NN=NN1 4-[4-(hydroxyacetyl)piperazin-1-yl]-N1-[(3R)-pyrrolidin-3-yl]-3-(1H-tetrazol-5-yl)benzene-1,2-disulfonamide